FC(OCCNC(=O)C=1N=C(OC1)CC1=CC=C(C=C1)C1=NOC(=N1)C(F)(F)F)(F)F N-[2-(trifluoromethoxy)ethyl]-2-[[4-[5-(trifluoromethyl)-1,2,4-oxadiazol-3-yl]phenyl]methyl]-4-oxazolecarboxamide